tert-butyl 3-[[tert-butyl(diphenyl)silyl]oxymethyl]-4-[2-(3-morpholinopropoxy)-5,6,7,8-tetrahydropyrido[3,4-d]pyrimidin-4-yl]piperazine-1-carboxylate [Si](C1=CC=CC=C1)(C1=CC=CC=C1)(C(C)(C)C)OCC1CN(CCN1C=1C2=C(N=C(N1)OCCCN1CCOCC1)CNCC2)C(=O)OC(C)(C)C